CC=1C=C(C=CC1C)NC(NC(C(=O)N)C)=O 2-(3-(3,4-dimethylphenyl)ureido)propanamide